NC1(CCN(CC1)C=1N=C2C(=NC1)N=C(C=C2)SC2=C(C(=NC=C2)OC)Cl)CO (4-amino-1-(6-((3-chloro-2-methoxypyridin-4-yl)thio)pyrido[2,3-b]pyrazin-2-yl)piperidin-4-yl)methanol